C1=C(C=CC2=CC=CC=C12)C(=O)NC(C(=O)N1[C@@H](C[C@@H](C1)N1N=NC=C1C(C)(C)O)C(=O)NC(CCCCNC(OCC1=CC=CC=C1)=O)C(C(=O)N)=O)CC1(COC1)C benzyl (5-((2S,4S)-1-(2-(2-naphthamido)-3-(3-methyloxetan-3-yl)propanoyl)-4-(5-(2-hydroxypropan-2-yl)-1H-1,2,3-triazol-1-yl)pyrrolidine-2-carboxamido)-7-amino-6,7-dioxoheptyl)carbamate